FC(C1=NC=NC(=C1)C)(F)F 4-trifluoromethyl-6-methylpyrimidine